C(C)(C)C1=NNC=C1C(=O)O 3-isopropyl-1H-pyrazole-4-carboxylic acid